N[C@@H](CCCCNC(N)=N)C(=O)O L-homoArginine